tert-butyl 7-(((tert-butoxycarbonyl)(3-hydroxypropyl)amino)methyl)-2-chloro-7,8-dihydro-1,6-naphthyridine-6(5H)-carboxylate C(C)(C)(C)OC(=O)N(CCCO)CC1N(CC=2C=CC(=NC2C1)Cl)C(=O)OC(C)(C)C